4-amino-N-((4S)-7-bromo-3,4-dihydro-1H-2-benzopyran-4-yl)-N-ethyl-1,3-dihydrofuro[3,4-c]quinoline-8-carboxamide NC1=NC=2C=CC(=CC2C2=C1COC2)C(=O)N(CC)[C@@H]2COCC1=C2C=CC(=C1)Br